CNC(=N)N 1-methylguanidine